C(#N)[C@@]1(COCC2=CC=C(C=C12)C(=O)NCC1=NC=CC(=C1)N1CC2(CNC2)CC1)C (4R)-4-cyano-N-[[4-(2,6-diazaspiro[3.4]oct-6-yl)-2-pyridinyl]methyl]-4-methyl-isochroman-6-carboxamide